5-chloro-N-((1R,3S,5S)-3-(2-(2-fluorophenyl)-6-(1H-1,2,4-triazol-3-yl)-1H-imidazo[4,5-c]pyridin-1-yl)-5-methoxycyclohexyl)thiazole-2-carboxamide ClC1=CN=C(S1)C(=O)N[C@@H]1C[C@@H](C[C@H](C1)OC)N1C(=NC=2C=NC(=CC21)C2=NNC=N2)C2=C(C=CC=C2)F